C1=C(C=CC2=CC=CC=C12)C1=C2C=CC=CC2=C(C2=CC=CC=C12)C1=CC2=C(N(C(=N2)C2=CC=CC=C2)C2=CC=CC=C2)C=C1 5-(10-(naphthalene-2-yl)anthracen-9-yl)-1,2-diphenyl-1H-benzo[d]imidazole